10-{2-[(1R,4R)-5-methyl-2,5-diazabicyclo[2.2.1]heptan-2-yl]ethyl}-3,7-bis({1H-pyrazolo[3,4-b]pyridin-5-yl})phenoxazine CN1[C@H]2CN([C@@H](C1)C2)CCN2C1=CC=C(C=C1OC=1C=C(C=CC21)C=2C=C1C(=NC2)NN=C1)C=1C=C2C(=NC1)NN=C2